ClC1=C(C(=O)N(C)C)C=CC(=C1)OCCCC(C1CCN(CC1)C([C@@](C(F)(F)F)(C1=CC(=CC=C1)OC)O)=O)(F)F |o1:24| (R or S)-2-chloro-4-(4,4-difluoro-4-(1-(3,3,3-trifluoro-2-hydroxy-2-(3-methoxyphenyl)propanoyl)piperidin-4-yl)butoxy)-N,N-dimethylbenzamide